[Si](C1=CC=CC=C1)(C1=CC=CC=C1)(C(C)(C)C)OCC1=NN(C(N1CC)=O)C=1C=C2C(=NN(C(C2=CC1)=O)C1=C(C=CC=C1)Cl)C(C)C 6-(3-(((tert-butyldiphenylsilyl)oxy)methyl)-4-ethyl-5-oxo-4,5-dihydro-1H-1,2,4-triazol-1-yl)-2-(2-chlorophenyl)-4-isopropylphthalazin-1(2H)-one